4-(6-(((6-(4-fluoro-1H-pyrazol-1-yl)pyridin-3-yl)methyl)(methyl)amino)pyridin-3-yl)-6-(2-hydroxy-2-methylpropoxy)pyrazolo[1,5-a]pyridine-3-carbonitrile FC=1C=NN(C1)C1=CC=C(C=N1)CN(C1=CC=C(C=N1)C=1C=2N(C=C(C1)OCC(C)(C)O)N=CC2C#N)C